Ethyl 2-Cyano-5-oxo-5-phenylpentanoate C(#N)C(C(=O)OCC)CCC(C1=CC=CC=C1)=O